N-(4-(4-(((3-aminooxetane-3-yl)methyl)amino)-6-methylquinazolin-2-yl)-1-oxido-2,3,4,5-tetrahydro-1λ4-benzo[f][1,4]thiazepine-1-yl)methanesulfonamide NC1(COC1)CNC1=NC(=NC2=CC=C(C=C12)C)N1CCS(C2=C(C1)C=CC=C2)([O-])NS(=O)(=O)C